The molecule is a cyclosporin A derivative that is cyclosporin A in which residue 1 [(2S,3R,4R,6E)-3-hydroxy-4-methyl-2-(methylamino)oct-6-enoic acid] has undergone allylic oxidation to give the corresponding primary allylic alcohol, while residue 4, N-methylleucine, has undergone N-demethylation. It has a role as a drug metabolite. It is a cyclosporin A derivative and a primary allylic alcohol. It derives from a cyclosporin A metabolite M17 and a cyclosporin A metabolite M21. CC[C@H]1C(=O)N(CC(=O)N[C@H](C(=O)N[C@H](C(=O)N([C@H](C(=O)N[C@H](C(=O)N[C@@H](C(=O)N([C@H](C(=O)N([C@H](C(=O)N([C@H](C(=O)N([C@H](C(=O)N1)[C@@H]([C@H](C)C/C=C/CO)O)C)C(C)C)C)CC(C)C)C)CC(C)C)C)C)C)CC(C)C)C)C(C)C)CC(C)C)C